CN1C=C(C2=CC(=CC=C12)C=1N=C2N(C(C1C)=O)C=C(C=C2C(C)NC2=C(C(=O)O)C=CC=C2)C)C 2-((1-(2-(1,3-dimethyl-1H-indol-5-yl)-3,7-dimethyl-4-oxo-4H-pyrido[1,2-a]pyrimidin-9-yl)ethyl)amino)benzoic acid